C(=O)(O)C1=CC=C(C=C1)C1=C2C=CC(C(=C3C=CC(=C(C=4C=CC(=C(C5=CC=C1N5)C5=CC=C(C=C5)C(=O)O)N4)C4=CC=C(C=C4)C(=O)O)N3)C3=CC=C(C=C3)C(=O)O)=N2.[Cu] copper tetra(4-carboxyphenyl)porphyrin